(1R,5S)-tert-butyl 3-(2-chloro-8-fluoro-7-(8-fluoronaphthalen-1-yl)pyrido[4,3-d]pyrimidin-4-yl)-3,8-diazabicyclo[3.2.1]octane-8-carboxylate ClC=1N=C(C2=C(N1)C(=C(N=C2)C2=CC=CC1=CC=CC(=C21)F)F)N2C[C@H]1CC[C@@H](C2)N1C(=O)OC(C)(C)C